OC(CCC(=O)NC)CCCCCC 4-hydroxy-N-methyldecanoamide